di(1-phenylethyl)-1,2-ethanediamine C1(=CC=CC=C1)C(C)C(C(N)C(C)C1=CC=CC=C1)N